COC(=O)C1=CC=C(C=C1)C1NCCN(C1)C1COC1 2-(4-(methoxycarbonyl)phenyl)-4-(oxetan-3-yl)piperazin